NCCCCCCCCCN 1,9-Diaminononan